1-(4,7,7-Trimethylbicyclo[4.1.0]hept-3-en-3-yl)ethan-1-one CC1=C(CC2C(C2C1)(C)C)C(C)=O